4-cyclobutyl-5-(5-methoxy-4H-1,2,4-triazol-3-yl)-2-methylbenzene C1(CCC1)C1=CC(=CC=C1C1=NN=C(N1)OC)C